C1(C(CC(C(C1)C(=O)[O-])C(=O)[O-])C(=O)[O-])C(=O)OC methyl 1,2,4,5-cyclohexanetetracarboxylate